FC1=C(C(=O)Cl)C(=CC=C1)C 2-fluoro-6-methylbenzoyl chloride